CC([O-])C.CC([O-])C.[Zr+2] Zirconium diisopropoxide